CC(CCCCCCCCC)(C)C=1C=C(C(=O)NC2=CC=C(C(=O)O)C=C2)C=CC1OC 4-[3-(1,1-Dimethyl-decyl)-4-methoxy-benzoylamino]benzoic acid